2-(5-fluoropyridin-3-yl)-N-[(1S,2R)-2-hydroxycyclopentyl]-3-oxo-6-[6-(trifluoromethyl)-pyridin-3-yl]-2,3-dihydropyridazine-4-carboxamide FC=1C=C(C=NC1)N1N=C(C=C(C1=O)C(=O)N[C@@H]1[C@@H](CCC1)O)C=1C=NC(=CC1)C(F)(F)F